FC1(COC12CCC(CC2)NC(=O)[C@H]2CCN(C1(CC1)C2)C(=O)C2=NNC(=C2)C2=CC(=NC=C2F)OC)F (S)-N-((4S,7r)-3,3-difluoro-1-oxaspiro[3.5]non-7-yl)-4-(5-(5-fluoro-2-methoxypyridin-4-yl)-1H-pyrazole-3-carbonyl)-4-azaspiro[2.5]octane-7-carboxamide